(E)-N-(benzo[d][1,3]dioxol-5-yl)-3-(4-fluoro-2-ethoxyphenyl)acrylamide O1COC2=C1C=CC(=C2)NC(\C=C\C2=C(C=C(C=C2)F)OCC)=O